1-Methyl-3-methylimidazolium dimethylphosphat COP(=O)(OC)[O-].CN1C=[N+](C=C1)C